O1COCC(C1)C(=O)[O-] 1,3-dioxane-5-carboxylate